(3S,4E)-3-hydroxy-7-[(triphenylmethyl)thio]-4-heptenoic acid O[C@@H](CC(=O)O)\C=C\CCSC(C1=CC=CC=C1)(C1=CC=CC=C1)C1=CC=CC=C1